FC(C1=NC2=CC=C(C=C2C=C1)C=O)(F)F (2-(trifluoromethyl)quinolin-6-yl)methanone